methyl 2-acetoxy-6-(3,5-dichlorophenyl)-3-fluoroisonicotinate C(C)(=O)OC=1C(=C(C(=O)OC)C=C(N1)C1=CC(=CC(=C1)Cl)Cl)F